2,5-Anhydro-1-O-[tert-butyl(dimethyl)silyl]-D-arabinitol [Si](C)(C)(C(C)(C)C)OC[C@@H]1[C@H](O)[C@H](O)CO1